2-dithiolene S1S=CCC1